FC(C1=CC=C(C=C1)C=1C=C2C(=CC=NC2=CC1)C(=O)O)(F)F 6-(4-(trifluoromethyl)phenyl)quinoline-4-carboxylic acid